S(=O)(=O)=C1C(=C(C=CC1)O)C=1C(=CC=CC1)O sulfonylbiphenol